(3R,4R,5R)-2-(4-aminopyrrolo[2,1-f][1,2,4]triazin-7-yl)-3,4-bis(benzyloxy)-5-((benzyloxy)methyl)-3-methyltetrahydrofuran-2-ol NC1=NC=NN2C1=CC=C2C2(O[C@@H]([C@H]([C@@]2(C)OCC2=CC=CC=C2)OCC2=CC=CC=C2)COCC2=CC=CC=C2)O